[Si](C)(C)(C(C)(C)C)OCCN1N=C(C=C1CO)OCOCC[Si](C)(C)C (1-(2-((tert-butyldimethylsilyl)oxy)ethyl)-3-((2-(trimethylsilyl)ethoxy)methoxy)-1H-pyrazol-5-yl)methanol